3,3-difluoro-N,N-dimethyl-3-(pyridin-2-ylsulfonyl)propan-1-amine FC(CCN(C)C)(S(=O)(=O)C1=NC=CC=C1)F